OCCOCCOCCOCCOC1=CC=C(C=C1)C1=CC=C(C=C1)N1C(N(C(C1(C)C)=O)C1=CC(=C(C#N)C=C1)C(F)(F)F)=S 4-(3-(4'-(2-(2-(2-(2-hydroxyethoxy)ethoxy)ethoxy)ethoxy)-[1,1'-biphenyl]-4-yl)-4,4-dimethyl-5-oxo-2-thioxoimidazolidin-1-yl)-2-(trifluoromethyl)benzonitrile